2-(4-(3,4-dicyanophenoxy)phenyl)acetic acid C(#N)C=1C=C(OC2=CC=C(C=C2)CC(=O)O)C=CC1C#N